(R)-1-[(S)-1-(dimethylamino)ethyl]-2-(diphenylphosphino)ferrocene CN([C@@H](C)[C-]1C(=CC=C1)P(C1=CC=CC=C1)C1=CC=CC=C1)C.[CH-]1C=CC=C1.[Fe+2]